OCCCC=1C=CC2=C(C=C(O2)C2=C(C=C(C=C2)O)OC)C1 5-(3-hydroxypropyl)-2-(2-methoxy-4-hydroxyphenyl)benzofuran